C(C=C)(=O)N1C[C@@H]2COC3=C(C(N2CC1)=O)C(=NC(=C3Cl)C3=C(C=CC=C3)F)N3C(CC(C3)O)(C)C (6aR)-8-acryloyl-4-chloro-3-(2-fluorophenyl)-1-(4-hydroxy-2,2-dimethylpyrrolidin-1-yl)-6,6a,7,8,9,10-hexahydro-12H-pyrazino[2,1-c]pyrido[3,4-f][1,4]oxazepin-12-one